BrC=1C=C(C=C2CCN(CC12)C(=O)OC(C)(C)C)OS(=O)(=O)C(F)(F)F tert-butyl 8-bromo-6-(((trifluoromethyl)sulfonyl) oxy)-3,4-dihydroisoquinoline-2(1H)-carboxylate